ClC(C1=NC2=C(N1C)C=CC=C2)NC2=CC=C(C=C2)C#N 2-{chloro[(4-cyanophenyl)amino]methyl}-1-methylbenzimidazole